C(C)OCCNC(=O)C1CN(C1)C1=CC(=C2C(C(=CN(C2=N1)C1=NC(=NS1)C=1C=NC=C(C1)C)C(=O)O)=O)C 7-{3-[(2-ethoxyethyl)carbamoyl]azetidin-1-yl}-5-methyl-1-[3-(5-methylpyridin-3-yl)-1,2,4-thiadiazole-5-Yl]-4-oxo-1,4-dihydro-1,8-naphthyridine-3-carboxylic acid